(3R)-3-[(2S)-1,4-dioxan-2-yl]-5-nitro-3,4-dihydro-2H-1,4-benzoxazine-7-sulfonamide O1[C@H](COCC1)[C@H]1COC2=C(N1)C(=CC(=C2)S(=O)(=O)N)[N+](=O)[O-]